C1(CCC1)C1=CN=C(S1)C=1C=C(C(=O)N[C@H](C)C=2N=NC(=CC2)C(F)(F)F)C=C(C1)OC[C@H]1COCC1 3-(5-cyclobutyl-1,3-thiazol-2-yl)-5-[(3R)-tetrahydrofuran-3-ylmethoxy]-N-{(1R)-1-[6-(trifluoromethyl)pyridazin-3-yl]ethyl}benzamide